(S)-5-(4-(7-acryloyl-4-oxa-7-azaspiro[2.5]octan-6-yl)-6-chloropyridin-2-yl)-2-fluoro-N-methylbenzamide C(C=C)(=O)N1[C@H](COC2(CC2)C1)C1=CC(=NC(=C1)Cl)C=1C=CC(=C(C(=O)NC)C1)F